ClC1=CC=CC2=C1C(=NCC(N2)=O)C2=C(C=CC=C2F)F 6-chloro-5-(2,6-difluorophenyl)-1,3-dihydro-1,4-benzodiazepin-2-one